[C@@H]1([C@@H]([C@@H]([C@@H]([C@H]([C@@H]1O)OP(=O)(O)O)OP(=O)(O)O)O)O)O The molecule is a myo-inositol bisphosphate. It has a role as a mouse metabolite and a human metabolite. It is a conjugate acid of a 1D-myo-inositol 3,4-biphosphate(4-).